methyl 4-((1-(tert-butoxycarbonyl)azepan-3-yl)amino)-6-chloropyrido[3,2-d]pyrimidine-8-carboxylate C(C)(C)(C)OC(=O)N1CC(CCCC1)NC=1C2=C(N=CN1)C(=CC(=N2)Cl)C(=O)OC